[N+](=O)([O-])C1=C(N(CCC(=O)O)CCC)C(=CC(=C1)C(F)(F)F)[N+](=O)[O-] 2,6-dinitro-N-propyl-N-(2-carboxyethyl)-4-(trifluoromethyl)aniline